(Z)-2-methyl-but-2-enedicarboxylic acid C/C(/C(C(=O)O)C(=O)O)=C/C